CCCCCCCCCCCCCCCCCCC(=O)O[C@H](COC(=O)CCCCC/C=C\C/C=C\C/C=C\C/C=C\CCCCC)COP(=O)(O)OC[C@@H](C(=O)O)N 1-(7Z,10Z,13Z,16Z-docosatetraenoyl)-2-nonadecanoyl-glycero-3-phosphoserine